C1(CC1)N1N=C(C=C1)S(=O)(=O)NC(NC1=C2CCCC2=CC(=C1C1=CC=2N(C=C1)N=CC2)C)=O 1-cyclopropyl-N-((6-methyl-5-(pyrazolo[1,5-a]pyridin-5-yl)-2,3-dihydro-1H-inden-4-yl)carbamoyl)-1H-pyrazole-3-sulfonamide